C=1N=CN2C1C1=CC=CC=C1C2CNC2CCN(CC2)C(=O)NC2=CC=C(C=C2)Cl 4-(((5H-imidazo[5,1-a]isoindol-5-yl)methyl)amino)-N-(4-chlorophenyl)piperidine-1-carboxamide